3-(4-methyl-1,3-diphenyl-1H-pyrazol-5-yl)urea CC=1C(=NN(C1NC(N)=O)C1=CC=CC=C1)C1=CC=CC=C1